dicyclohexylammonium tosylate salt S(=O)(=O)([O-])C1=CC=C(C)C=C1.C1(CCCCC1)[NH2+]C1CCCCC1